(R)-5-(2-Benzyl-4-(methylsulfonyl)piperazin-1-yl)-3-(1,1-difluoroethyl)-1H-indazole C(C1=CC=CC=C1)[C@H]1N(CCN(C1)S(=O)(=O)C)C=1C=C2C(=NNC2=CC1)C(C)(F)F